(S)-N-(2-chloro-5-(trifluoromethyl)phenyl)-2-hydroxy-3-(4-iodo-1H-pyrazol-1-yl)-2-methylpropanamide ClC1=C(C=C(C=C1)C(F)(F)F)NC([C@@](CN1N=CC(=C1)I)(C)O)=O